C(C)C1=C(N=CS1)C=1C=C(C(=O)O)C=C(C1)F 3-(5-ethylthiazol-4-yl)-5-fluorobenzoic acid